[Ca+2].[OH-].[Na+].[OH-].[OH-] sodium hydroxide, calcium salt